(E)-3-(3-bromophenyl)-1-(4-(2-(2-phenyl-1H-indol-3-yl)acetyl)piperazin-1-yl)prop-2-en-1-one BrC=1C=C(C=CC1)/C=C/C(=O)N1CCN(CC1)C(CC1=C(NC2=CC=CC=C12)C1=CC=CC=C1)=O